BrC1=CC2=C(N(C=N2)C2CC2)C=C1[N+](=O)[O-] 5-Bromo-1-cyclopropyl-6-nitro-1H-benzimidazole